N-((6S,7S)-5-((S)-2-cyclopropyl-2-hydroxyacetyl)-6-((2,3',5'-trifluoro-[1,1'-biphenyl]-3-yl)methyl)-5-azaspiro[2.4]heptan-7-yl)-1,1-difluoromethanesulfonamide C1(CC1)[C@@H](C(=O)N1CC2(CC2)[C@@H]([C@@H]1CC=1C(=C(C=CC1)C1=CC(=CC(=C1)F)F)F)NS(=O)(=O)C(F)F)O